BrC1=CC(=CC2=C1[C@@H]([C@@](O2)(C(=O)OC)C2=CC=CC=C2)C)F methyl (2S,3S)-4-bromo-6-fluoro-3-methyl-2-phenyl-2,3-dihydrobenzofuran-2-carboxylate